tert-Butyl (S)-(1-(5-(4-chloro-2-methyl-2H-indazol-5-yl)-3-methyl-4-oxo-7-((2-(trimethylsilyl)ethoxy)meth-yl)-4,7-dihydro-3H-pyrrolo[2,3-d]pyrimidin-2-yl)pyrrolidin-3-yl)carbamate ClC=1C2=CN(N=C2C=CC1C1=CN(C=2N=C(N(C(C21)=O)C)N2C[C@H](CC2)NC(OC(C)(C)C)=O)COCC[Si](C)(C)C)C